C12(CC3CC(CC(C1)C3)C2)NCCCCCCCC=2C=CC3=C(C(=CO3)C3C(NC(CC3)=O)=O)C2 3-(5-(7-((adamantan-1-yl)amino)heptyl)benzofuran-3-yl)piperidine-2,6-dione